NC1(CCN(CC1)C1=CN=C2C(=N1)NN=C2C=2C(=C(C=CC2)N2CCN(CC2)CC=2C=C1CN(C(C1=C(C2)F)=O)C2C(NC(CC2)=O)=O)Cl)C 3-(5-((4-(3-(6-(4-amino-4-methylpiperidin-1-yl)-1H-pyrazolo[3,4-b]pyrazin-3-yl)-2-chlorophenyl)piperazin-1-yl)methyl)-7-fluoro-1-oxoisoindoline-2-yl)piperidine-2,6-dione